4-(2-acryloyl-2,6-diazaspiro[3.4]octan-6-yl)-6-(1,6-dimethyl-1H-indazol-7-yl)-2-(4-(dimethylamino)piperidin-1-yl)pyrimidine-5-carbonitrile C(C=C)(=O)N1CC2(C1)CN(CC2)C2=NC(=NC(=C2C#N)C=2C(=CC=C1C=NN(C21)C)C)N2CCC(CC2)N(C)C